C12CN(CC(C1)C2)C2=C(C=C(C=C2F)NC(=O)C=2N=C(OC2CC)N2CC1(C2)CC(C1)(F)F)F N-(4-(3-azabicyclo[3.1.1]heptan-3-yl)-3,5-difluorophenyl)-2-(6,6-difluoro-2-azaspiro[3.3]heptan-2-yl)-5-ethyl-oxazole-4-carboxamide